CC1=C(C(=O)N[C@H](C)C2=CC(=C(C=C2)C)C=2C=NN(C2)C)C=C(C=C1)N1CCN(CC1)C 2-Methyl-N-[(1R)-1-[4-methyl-3-(1-methylpyrazol-4-yl)phenyl]ethyl]-5-(4-methylpiperazin-1-yl)benzamide